N-cyclohexyl-3-((3-(trimethoxysilyl)propyl)amino)propanamide C1(CCCCC1)NC(CCNCCC[Si](OC)(OC)OC)=O